10-(1-((6-chloro-2-(1,3,4-oxadiazol-2-yl)pyridin-3-yl)amino)ethyl)-8-methyl-4,5-dihydro-3H,6H-2,2a,5a-triazaaceanthrylen-6-one ClC1=CC=C(C(=N1)C=1OC=NN1)NC(C)C=1C=C(C=C2C(N3CCCN4N=CC(C12)=C43)=O)C